N(=C=O)CN1N=NC2=C1C=CC=C2 1-(isocyanatomethyl)-1H-benzotriazol